C(C)OC(=O)C=1NC(=CC1NCCOC(C)C)Cl 3-((2-isopropoxyethyl)amino)-5-chloro-1H-pyrrole-2-carboxylic acid ethyl ester